C(C)(C)(C)OC(=O)N1C(C(CCC1)C1=CC=C(C=C1)C#N)=O (4-cyanophenyl)-2-oxopiperidine-1-carboxylic acid tert-butyl ester